C1(CC2C(CC1)O2)CC[Si](CC)(CC)OCC β-(3,4-epoxycyclohexyl)ethylethoxydiethyl-Silane